(Z)-hept-6-enoylamino-(methylthio)-methylenecarbamic acid benzyl ester C(C1=CC=CC=C1)OC(\N=C(/SC)\NC(CCCCC=C)=O)=O